NC1=CC(=C(C=C1)N(CC(=O)OCOC(C)=O)CC(=O)OCOC(C)=O)OC bis(acetoxymethyl) 2,2'-((4-amino-2-methoxyphenyl)azanediyl)diacetate